CC1=C(C=CC=C1C)N1CCN(CC1)C(CN1N=C(C2=C1CCC2)C(=O)N2CCC(CC2)(CCC(F)(F)F)O)=O 1-[4-(2,3-dimethylphenyl)piperazin-1-yl]-2-{3-[4-hydroxy-4-(3,3,3-trifluoropropyl)piperidine-1-carbonyl]-5,6-dihydrocyclopenta[c]pyrazol-1(4H)-yl}ethan-1-one